OC=1C=C2C3=C(C(OC2=CC1O)=O)CCCC3 2,3-dihydroxy-7,8,9,10-tetrahydro-6H-benzo[c]-chromen-6-one